FC=1C(=NC=CC1C(F)(F)F)C(=O)NC1=CC(=C(C=C1)C)C=1C=NC2=CC(=NC=C2C1)NC 3-fluoro-N-(4-methyl-3-(7-(methylamino)-1,6-naphthyridin-3-yl)phenyl)-4-(trifluoromethyl)picolinamide